NC1=C2C(=NC=N1)N(N=C2C2=CC=C(C=C2)OC2=CC=CC=C2)C2CCN(CC2)CC=2C(=C(C=NC2)NC2C(NC(CC2)=O)=O)F 3-((5-((4-(4-amino-3-(4-phenoxyphenyl)-1H-pyrazolo[3,4-d]pyrimidin-1-yl)piperidin-1-yl)methyl)-4-fluoropyridin-3-yl)amino)piperidine-2,6-dione